2-amino-N-(1-(benzo[d][1,3]dioxol-5-yl)propan-2-yl)-N-methylacetamide NCC(=O)N(C)C(CC1=CC2=C(OCO2)C=C1)C